C[N+]1(CC1)C 1,1-dimethylaziridinium